COCCNC(=O)C1=CN=CC2=CC=CC=C12 isoquinoline-4-carboxylic acid (2-methoxy-ethyl)-amide